C(ON1C(C(CC1=O)CC1C2=CC=CC=C2C=2C=CC=CC12)=O)([O-])=O 9-fluorenylmethylsuccinimidyl carbonate